methyl 3,5-bis(difluoromethylsulfonyl)benzoate FC(S(=O)(=O)C=1C=C(C(=O)OC)C=C(C1)S(=O)(=O)C(F)F)F